di-t-butyl-(methyl)phosphine tetrafluoroborate F[B-](F)(F)F.C(C)(C)(C)P(C)C(C)(C)C